tert-butyl 4-((4-(trifluoromethyl)piperidin-1-yl)methyl)piperidin-1-carboxylate Tert-butyl-4-(4-(trifluoromethyl)piperidin-1-carbonyl)piperidin-1-carboxylate C(C)(C)(C)OC(=O)N1CCC(CC1)C(=O)N1CCC(CC1)C(F)(F)F.FC(C1CCN(CC1)CC1CCN(CC1)C(=O)OC(C)(C)C)(F)F